4-Amino-2-((diethylamino)methyl)-6-iodophenol NC1=CC(=C(C(=C1)I)O)CN(CC)CC